CN(CC(=O)O)C(C)=O methylacetylglycine